CCCCCCCCCCCCC/C=C/[C@H](CNC(=O)CCCCCCCCCCC)O N-C12-desoxymethylsphingosine